4-(3-(6-amino-5-nitropyridin-2-yl)-4-fluorobenzyl)phthalazin-1(2H)-one NC1=C(C=CC(=N1)C=1C=C(CC2=NNC(C3=CC=CC=C23)=O)C=CC1F)[N+](=O)[O-]